methyl 2-(7-((2-cyanoethyl)amino)-2,3-dihydro-4H-benzo[b][1,4]oxazin-4-yl)acetate C(#N)CCNC=1C=CC2=C(OCCN2CC(=O)OC)C1